CNC1=CC=NC=C1 4-(methylamino)pyridin